C(C1=C(C(=CC(=C1)C)C(C)(C)C)O)C1=C(C(=CC(=C1)C)C(C)(C)C)O 2,2'-methylenebis[6-(1,1-dimethylethyl)-4-methylphenol]